1-methyl-4-(1-[4-(4,4,5,5-tetramethyl-[1,3,2]dioxaborolan-2-yl)-phenyl]cyclopropyl)piperazine CN1CCN(CC1)C1(CC1)C1=CC=C(C=C1)B1OC(C(O1)(C)C)(C)C